2-(2-(3-(2,6-dichlorophenyl)-1-methylallylideneaminooxymethyl)phenyl)-2-methoxyimino-N-methylacetamide ClC1=C(C(=CC=C1)Cl)C=CC(C)=NOCC1=C(C=CC=C1)C(C(=O)NC)=NOC